C([C@@H](O)C)(=O)[O-].C(CCC)[N+](CCCC)(CCCC)CCCC tetrabutylammonium L-lactate salt